Cl.N=1C=C(N2C1C=CC=C2)CC(=O)O 2-(imidazo[1,2-a]pyridin-3-yl)acetic acid hydrochloride